4-(6-(6-(4-ethynyl-3-fluorobenzoyl)-3,6-diazabicyclo[3.1.1]hept-3-yl)pyridin-3-yl)-6-(2-hydroxy-2-methylpropyloxy)pyrazolo[1,5-a]pyridine-3-carbonitrile C(#C)C1=C(C=C(C(=O)N2C3CN(CC2C3)C3=CC=C(C=N3)C=3C=2N(C=C(C3)OCC(C)(C)O)N=CC2C#N)C=C1)F